1-((2-(trimethylsilyl)ethoxy)methyl)-1H-1,2,3-triazol-4-amine C[Si](CCOCN1N=NC(=C1)N)(C)C